6-(3,5-difluoro-4-((1R,3R)-2-(2-fluoro-2-methylpropyl)-3-methyl-2,3,4,9-tetrahydro-1H-pyrido[3,4-b]indol-1-yl)phenoxy)hexanoic acid FC=1C=C(OCCCCCC(=O)O)C=C(C1[C@H]1N([C@@H](CC2=C1NC1=CC=CC=C21)C)CC(C)(C)F)F